C(C)(C)(C)OC(=O)N(CCN(C(OCN1C(C(CCC1=O)N1C(C2=CC=C(C=C2C1)CNC(NC1=CC(=C(C=C1)C)Cl)=O)=O)=O)=O)C)C [3-[5-([[(3-chloro-4-methylphenyl)carbamoyl]-amino]methyl)-1-oxo-3H-isoindol-2-yl]-2,6-dioxopiperidin-1-yl]methyl N-[2-[(tert-butoxycarbonyl)(methyl)amino]ethyl]-N-methylcarbamate